icosyl (eicosyl) ether C(CCCCCCCCCCCCCCCCCCC)OCCCCCCCCCCCCCCCCCCCC